C(OC)(OC1=CC(C1)=O)=O methyl (3-oxocyclobut-1-en-1-yl) carbonate